FC1([C@H](C1)C(=O)NC1=NC=C2C=C(C=NC2=C1)C=1C=NC(=CC1C)\C(\CC)=N/O)F (1R)-2,2-difluoro-N-(3-{6-[(1Z)-1-(hydroxyimino)propyl]-4-methylpyridin-3-yl}-1,6-naphthyridin-7-yl)cyclopropane-1-carboxamide